2-[4-[8-[3-chloro-4-[4-(piperidine-4-carbonyl)piperazine-1-carbonyl]anilino]imidazo[1,2-a]pyrazin-3-yl]-3-(trifluoromethyl)pyrazol-1-yl]acetonitrile formate C(=O)O.ClC=1C=C(NC=2C=3N(C=CN2)C(=CN3)C=3C(=NN(C3)CC#N)C(F)(F)F)C=CC1C(=O)N1CCN(CC1)C(=O)C1CCNCC1